CC1=NC(=NN1C1=CC=C(C=C1)CC1=CC=C(C=C1)C=1C=NC(=CC1)CN1CCN(CC1)C)C(=O)N 5-methyl-1-(4-(4-(6-((4-methylpiperazin-1-yl)methyl)pyridin-3-yl)benzyl)phenyl)-1H-1,2,4-triazole-3-carboxamide